C(C)O[Si](OCC)(OCC)CN1CCSCC1 4-(triethoxysilylmethyl)tetrahydro-1,4-thiazine